CON(C(COC)=O)C N,2-dimethoxy-N-methyl-acetamide